C(CCC)OC1=CC=C(C=C1)C(C#C)(O)C1=CC=C(C=C1)N1CCOCC1 1-(4-butoxyphenyl)-1-(4-morpholinophenyl)prop-2-yn-1-ol